NC(CNCC1=CC(=NC=C1)NC([C@H](C1CCC(CC1)C)NC(OCCCC)=O)=O)(C)C butyl ((S)-2-((4-(((2-amino-2-methylpropyl)amino)methyl)pyridin-2-yl)amino)-1-((1r,4S)-4-methylcyclohexyl)-2-oxoethyl)carbamate